1,7-heptylenediamine C(CCCCCCN)N